C(C)[C@]1(C(OCC=2C(N3CC=4C(=NC=5C=CC=CC5C4)C3=CC21)=O)=O)O (+)-4(S)-Ethyl-4-hydroxy-3,4,12,14-tetrahydro-1H-pyrano[3',4':6,7]indolizino[1,2-b]quinoline-3,14-dione